3-(4-(2-chloro-3-fluorophenyl) piperidine-1-carbonyl)-1,4,5,7-tetrahydro-6H-pyrazolo[3,4-c]pyridine-6-carboxylate ClC1=C(C=CC=C1F)C1CCN(CC1)C(=O)C1=NNC=2CN(CCC21)C(=O)[O-]